(S)-6-((1-(2-fluorophenyl)ethyl)amino)-3-isopropylpyrimidine-2,4(1h,3h)-dione FC1=C(C=CC=C1)[C@H](C)NC1=CC(N(C(N1)=O)C(C)C)=O